OC1=C(C=NC2=C1C(=NC=1N2N=C(C1)C)C)C(=O)NCC=1C=NC(=CC1)C1=CC=CC=C1 6-hydroxy-2,5-dimethyl-N-((6-phenylpyridin-3-yl)methyl)pyrazolo[1,5-a]pyrido[3,2-e]pyrimidine-7-carboxamide